ClC1=CC=C(S1)S(=O)(=O)NC(=O)C1=NOC(C1)(C1=CC=CC=C1)C1=CC=CC=C1 N-((5-chlorothiophene-2-yl)sulfonyl)-5,5-diphenyl-4,5-dihydroisoxazole-3-carboxamide